trans-1,4-cyclohexanedicarboxylic acid chloride [C@H]1(CC[C@H](CC1)C(=O)Cl)C(=O)Cl